2-(4-{2-[(2,3-dihydro-1H-inden-2-yl)amino]pyrimidin-5-yl}-3-[(1-ethylpiperidin-4-yl)oxy]-1H-pyrazol-1-yl)-1-{1H,4H,5H,6H,7H-[1,2,3]triazolo[4,5-c]pyridin-5-yl}ethan-1-one C1C(CC2=CC=CC=C12)NC1=NC=C(C=N1)C=1C(=NN(C1)CC(=O)N1CC2=C(CC1)NN=N2)OC2CCN(CC2)CC